C(C)(C)(C)OC(NC=1C(=NC(=C(C1)F)Cl)Cl)=O (2,6-dichloro-5-fluoropyridin-3-yl)carbamic acid tert-butyl ester